O1-benzyl O3-ethyl azetidine-1,3-dicarboxylate N1(CC(C1)C(=O)OCC)C(=O)OCC1=CC=CC=C1